FC1=C(C=CC(=C1)O)C1=CC=CC=C1 2-fluoro-4-hydroxy-[1,1'-biphenyl]